2-[[4-[3-(aminocarbonyl)-1-piperazinyl]-6-(4-methyl-1-piperazinyl)-2-pyrimidinyl]amino]-4-methyl-5-thiazolecarboxylic acid, ethyl ester NC(=O)C1CN(CCN1)C1=NC(=NC(=C1)N1CCN(CC1)C)NC=1SC(=C(N1)C)C(=O)OCC